1-naphthalinformamid C1(=CC=CC2=CC=CC=C12)C(=O)N